BrC=1C=CC2=C(C(=N[C@H](C=3N2C(=CN3)C)CCC(=O)OCC)C3=NC=CC=C3)C1 Ethyl 3-[(4S)-8-bromo-1-methyl-6-(pyridin-2-yl)-4H-imidazo[1,2-a][1,4]benzodiazepin-4-yl]propanoate